3-methyl-3-Methoxybutanol CC(CCO)(C)OC